F[P-](F)(F)(F)(F)F.[H+].N1=C(C=CC=C1)C1=C(C=CC=C1)[Ir]C1=C(C=CC=C1)C1=NC=CC=C1 bis[(2-pyridyl)phenyl]iridium (hexafluorophosphoric acid) salt